(5-(5-hydroxy-4-methylpyrimidin-2-yl)-3-methylisoxazol-4-yl)methylcyclopentyl (methyl)carbamate CNC(OC1(CCCC1)CC=1C(=NOC1C1=NC=C(C(=N1)C)O)C)=O